C(CC)C1=CC(=NC=C1)CCCCC 4-n-Propyl-2-pentylpyridin